3-(2-chloro-3-(6-(6-oxo-7-oxa-5-azaspiro[3.5]nonan-5-yl)pyridin-3-yl)phenyl)piperidine-2,6-dione ClC1=C(C=CC=C1C=1C=NC(=CC1)N1C2(CCC2)CCOC1=O)C1C(NC(CC1)=O)=O